C(#N)CC=1C=C(C(=NC1)C(=O)OC)S(=O)(=O)CC Methyl 5-(cyanomethyl)-3-ethylsulfonyl-pyridine-2-carboxylate